C(#N)C=1C=C(CNCCCCNCCNC2=NC3=C(C4=CN=CC=C24)C=CC(=C3)C(=O)N)C=CC1OC(F)(F)F 5-((2-((4-((3-Cyano-4-(trifluoromethoxy)benzyl)amino)butyl)amino)ethyl)amino)benzo[c][2,6]naphthyridine-8-carboxamide